CC1=NC(=CC=C1C1=C(C=CC=C1)C1=C(C(=NC(=C1N1C2=C(C=3C=CC=CC13)C=NC=C2)N2C1=C(C=3C=CC=CC23)C=NC=C1)N1C2=C(C=3C=CC=CC13)C=NC=C2)N2C1=C(C=3C=CC=CC23)C=NC=C1)C 5,5',5'',5'''-(4-(2-(2,6-dimethylpyridin-3-yl)phenyl)pyridine-2,3,5,6-tetrayl)tetrakis(5H-pyrido[4,3-b]indole)